[4-(2-cyclohexylethyl)piperazin-1-yl]-(3,4-diethoxyphenyl)methanone C1(CCCCC1)CCN1CCN(CC1)C(=O)C1=CC(=C(C=C1)OCC)OCC